C(C)(C)(C)OC(=O)N1C[C@H]([C@@H](C1)NS(=O)(=O)C1=CC=C(C=C1)C)O trans-tert-butyl-3-hydroxy-4-((4-methylphenyl)sulfonamido)pyrrolidine-1-carboxylate